C(#N)C1=C(C=CC(=C1)F)B(O)O 2-CYANO-4-FLUOROPHENYLBORONIC ACID